(R)-propanal C(CC)=O